(E)-2-(Phenylmethyleneamino)hexanoic acid ethyl ester C(C)OC(C(CCCC)/N=C/C1=CC=CC=C1)=O